(2,2,2-trifluoroethoxy)(1,1,2,2-tetrafluoroEthoxy)ethane FC(COC(C)OC(C(F)F)(F)F)(F)F